(2-fluorophenyl)-1-(pyridine-3-sulfonyl)-1H-pyrrole-3-methanamine FC1=C(C=CC=C1)C=1N(C=CC1CN)S(=O)(=O)C=1C=NC=CC1